C(C1=CC=CC=C1)OC(=O)N[C@@H](COC[C@H](CCCNC(OCC1=CC=CC=C1)=O)NC(OC(C)(C)C)=O)CN1C(C2=CC=CC=C2C1=O)=O benzyl tert-butyl ((S)-5-((R)-2-(((benzyloxy)carbonyl)amino)-3-(1,3-dioxoisoindolin-2-yl)propoxy)pentane-1,4-diyl)dicarbamate